tert-butyl[(1-methoxyethenyl)oxy]dimethylsilane C(C)(C)(C)[Si](C)(C)OC(=C)OC